imidazole cesium [Cs].N1C=NC=C1